2'-methyl-spiro[6,7-dihydrothieno[3,2-c]pyran-4,4'-piperidine]-1'-carboxylic acid tert-butyl ester C(C)(C)(C)OC(=O)N1C(CC2(CC1)OCCC1=C2C=CS1)C